CN1C(=NC=2C(=NC=3C=C(C=CC3C21)C2=NNC=C2)C(F)(F)F)CCCN2CCN(CC2)C 1-methyl-2-(3-(4-methylpiperazin-1-yl)propyl)-7-(1H-pyrazol-3-yl)-4-(trifluoromethyl)-1H-imidazo[4,5-c]quinoline